4-(aminomethyl)-4-fluoropiperidine-1-carboxylic acid tertiary Butyl ester C(C)(C)(C)OC(=O)N1CCC(CC1)(F)CN